2-bromo-4-cyclopropyl-6-methoxybenzo[d]thiazole BrC=1SC2=C(N1)C(=CC(=C2)OC)C2CC2